OC(C)(C)C(=O)C1=CC=C(C=C1)CCCCCCCCCCCC 4-n-dodecylphenyl 2-hydroxy-2-propyl ketone